C[C@H]1COCCN1C1=NC(=NC=N1)C1(NC(=NC(=C1)C1=NC=NC(=N1)N1[C@H](COCC1)C)N)C(F)F 4,6-bis((S)-3-methylmorpholino-1,3,5-triazin-2-yl)-4-(difluoromethyl)pyrimidin-2-amine